F[C@H]1CN(CC[C@H]1NC1=C2C=C(N(C2=CC=C1)CC(F)(F)F)C1=NOC(=N1)CNC(=O)C1=CN(C=C1)C)C N-{[3-(4-{[(3S,4R)-3-fluoro-1-methylpiperidin-4-yl]amino}-1-(2,2,2-trifluoroethyl)-1H-indol-2-yl)-1,2,4-oxadiazol-5-yl]methyl}-1-methyl-1H-pyrrole-3-carboxamide